peroxyfolate C(CC[C@@H](C(=O)O)NC(=O)C1=CC=C(NCC2=CN=C3N=C(N)NC(=O)C3=N2)C=C1)(=O)O[O-]